ClC=1C=C2N(C(C=3N(C2=CC1)C=CN3)=O)C3=C(C(=CC=C3)F)C 7-Chloro-5-(3-fluoro-2-methylphenyl)imidazo[1,2-a]quinoxalin-4(5H)-one